6-({[2-(pyridin-3-yl)-1,3-Benzooxazol-5-yl]oxy}methyl)pyridin-3-ol N1=CC(=CC=C1)C=1OC2=C(N1)C=C(C=C2)OCC2=CC=C(C=N2)O